N-((5-(2-fluorophenyl)-1-((4-methoxyphenyl)sulfonyl)-1H-pyrrol-3-yl)methyl)methane-d3-amine FC1=C(C=CC=C1)C1=CC(=CN1S(=O)(=O)C1=CC=C(C=C1)OC)CNC([2H])([2H])[2H]